CC(C)(C)[O-].[Ba+2].CC(C)(C)[O-] Barium tert-butoxide